CN(CCC1(C(C=C(C=C1)NC=1N=C(C2=C(N1)N(C=C2)S(=O)(=O)C2=CC=C(C)C=C2)C2=CN(C1=CC(=CC=C21)F)C)[N+](=O)[O-])NC)C 1-(2-(dimethylamino)ethyl)-N4-(4-(6-fluoro-1-methyl-1H-indol-3-yl)-7-tosyl-7H-pyrrolo[2,3-d]pyrimidin-2-yl)-N1-methyl-2-nitrobenzene-1,4-diamine